6-(decyldithio)hexan-1-ol C(CCCCCCCCC)SSCCCCCCO